methyl 3-(4-bromophenyl)-1-methyl-1H-pyrazole-5-carboxylate BrC1=CC=C(C=C1)C1=NN(C(=C1)C(=O)OC)C